ClC1=CC2=C(C3=C(O2)C=CC=2OC4=C(C23)C=CC=C4)C=C1 3-chloro-benzo[1,2-b:4,3-b']bisbenzofuran